O1C(CCCC1)OCCCCC(C1=C(C(=C(C=C1)F)F)F)C=1NC(=NN1)N 5-[5-tetrahydropyran-2-yloxy-1-(2,3,4-trifluorophenyl)pentyl]-4H-1,2,4-triazol-3-amine